1,3-dibutoxy-1,3-dichloropropane C(CCC)OC(CC(Cl)OCCCC)Cl